F[C@]1(CN(CC[C@H]1O)C1=NC=CC(=N1)NC1=NC=C2C(=CN=C(C2=C1)[C@@H](C#N)C)N1[C@@H](CC1)C)C (S)-2-(7-((2-((3S,4R)-3-fluoro-4-hydroxy-3-methylpiperidin-1-yl)pyrimidin-4-yl)amino)-4-((R)-2-methylazetidin-1-yl)-2,6-naphthyridin-1-yl)propanenitrile